CS(=O)(=O)NCCS N-mesylcysteamine